OC1=CC=C(C=C1)SCCCCCCCCC nonyl (4-hydroxyphenyl) sulfide